6-(difluoromethyl)-3-(6-methylsulfanyl-pyrimidin-4-yl)imidazo[1,2-b]pyridazine FC(C=1C=CC=2N(N1)C(=CN2)C2=NC=NC(=C2)SC)F